O1C(=CC=C1)[C-]1C=CC=C1.[C-]1(C=CC=C1)C=O.[Fe+2] 1'-Furanyl-ferrocenecarboxaldehyde